6-(4-isopropyl-4H-1,2,4-triazole-3-yl)picolinic acid C(C)(C)N1C(=NN=C1)C1=CC=CC(=N1)C(=O)O